NC1=NN2C(C=C(C=C2)C=2C=C(C(=NC2C)OC)C(=O)NCC2=C(C=CC(=C2)C(F)(F)F)F)=N1 5-{2-amino-[1,2,4]triazolo-[1,5-a]pyridin-7-yl}-N-{[2-fluoro-5-(trifluoromethyl)-phenyl]methyl}-2-methoxy-6-methylpyridine-3-carboxamide